O[C@@H]1C[C@H]2[C@H](CCCC3=C(O2)C=C(C=C3)C(=O)O)[C@H]1\C=C\[C@H](CCC1C(C1)C)O (2R,3R,3aR,11aS)-2-hydroxy-3-[(1E,3S)-3-hydroxy-5-(2-methylcyclopropyl)-1-penten-1-yl]-1,2,3,3a,4,5,6,11a-octahydrobenzo[b]cyclopenta[g]oxocine-9-carboxylic acid